stilbene tetraiodide [I-].[I-].[I-].[I-].C1(=CC=CC=C1)C=CC1=CC=CC=C1